CC1=C(C=CC(=C1)C)N1N=C(C=C1[N+](=O)[O-])[N+](=O)[O-] N-(2,4-dimethylphenyl)-3,5-dinitropyrazole